racemic-methyl 4-((1R*,2S*)-5,5-difluoro-2-hydroxycyclohexyl)benzoate FC1(CC[C@@H]([C@H](C1)C1=CC=C(C(=O)OC)C=C1)O)F |r|